3-(5-cyano-4-((cyclopropylmethyl)amino)pyridin-2-yl)-1-cyclopropyl-1-(6-formyl-5-((4-methyl-2-oxopiperazin-1-yl)methyl)pyridin-2-yl)urea C(#N)C=1C(=CC(=NC1)NC(N(C1=NC(=C(C=C1)CN1C(CN(CC1)C)=O)C=O)C1CC1)=O)NCC1CC1